C(C)(C)(C)OC(=O)N1CC(C(C(C1)(C)C)O)(F)F 3,3-difluoro-4-hydroxy-5,5-dimethylpiperidine-1-carboxylic acid tert-butyl ester